5-(3-(2,4-Difluoro-3-hydroxy-5-(trifluoromethyl)phenyl)-1-methyl-1H-pyrazolo[4,3-c]pyridin-6-yl)-N-phenyl-5,8-diazaspiro[3.5]nonane-8-carboxamide FC1=C(C=C(C(=C1O)F)C(F)(F)F)C1=NN(C2=C1C=NC(=C2)N2C1(CCC1)CN(CC2)C(=O)NC2=CC=CC=C2)C